4-(4-aminobenzyl)-N-isopropyl-aniline NC1=CC=C(CC2=CC=C(NC(C)C)C=C2)C=C1